Methyl 3-(3-(5-(2,3-dichloro-4-(N-((S)-1,1,1-trifluorobutan-2-yl) sulfamoyl) phenyl)-4-((S)-2-methylpiperidine-1-carbonyl) thiazol-2-yl)-1,2,4-oxadiazol-5-yl)-2,2-dimethylpropionate ClC1=C(C=CC(=C1Cl)S(N[C@H](C(F)(F)F)CC)(=O)=O)C1=C(N=C(S1)C1=NOC(=N1)CC(C(=O)OC)(C)C)C(=O)N1[C@H](CCCC1)C